3-bromo-2-(thiophen-2-yl)propan-1-ol BrCC(CO)C=1SC=CC1